C(C)(C)(C)O\C(\NC(C)C)=N/C(C)C.ClC=1C(=NC=C(C1)C(F)(F)F)C(=O)NC1=C(C=CC(=C1)SC(F)(F)F)O 3-chloro-5-trifluoromethyl-N-[2-hydroxy-5-(trifluoromethylsulfanyl)phenyl]picolinamide tert-butyl-(Z)-N,N'-diisopropylcarbamimidate